4-(N-(4-chlorophenyl)sulfamoyl)-2-(2-phenyl-1H-imidazole-5-carboxamido)pyridine 1-oxide ClC1=CC=C(C=C1)NS(=O)(=O)C1=CC(=[N+](C=C1)[O-])NC(=O)C1=CN=C(N1)C1=CC=CC=C1